N2-hexyl-6,7-dimethoxy-N4-(piperidin-4-yl)quinazoline-2,4-diamine C(CCCCC)NC1=NC2=CC(=C(C=C2C(=N1)NC1CCNCC1)OC)OC